5-Chloro-7-(4,5,6,7-tetrahydrothieno[3,2-c]pyridin-4-yl)chinolin-8-ol ClC1=C2C=CC=NC2=C(C(=C1)C1NCCC2=C1C=CS2)O